C1(=CC=C(C=C1)OC1=CC=C(C=C1)C)C di-para-tolyl ether